BrC12CC(C1)(C2)Cl 1-bromo-3-chlorobicyclo[1.1.1]pentane